C[Si](C)(C)CC(C(=O)N)C (trimethylsilylmethyl)propanamide